NC1=C(CNC(=O)C2=NOC(=C2)C(C)(C)C)C=CC(=C1)[N+](=O)[O-] N-(2-Amino-4-nitrobenzyl)-5-(tert-butyl)isoxazole-3-carboxamide